C1(CCCCC1)C=1C(=NN(C1)C1(CN(C1)C=1C=2N(C=CC1)N=C(N2)NC=2C=NN(C2)CC(=O)N2CCN(CC2)C)CC#N)C 2-[3-(4-cyclohexyl-3-methyl-pyrazol-1-yl)-1-[2-[[1-[2-(4-methylpiperazin-1-yl)-2-oxo-ethyl]pyrazol-4-yl]amino]-[1,2,4]triazolo[1,5-a]pyridin-8-yl]azetidin-3-yl]acetonitrile